[Hg+].[O-2].[Ca+2] calcium-oxide mercury